(6R)-bromo-8-(2,2,2-trifluoro-1-hydroxyethyl)imidazo[1,2-a]pyridine-2-carboxylic acid BrC1=C(N=C2N1C=CC=C2C(C(F)(F)F)O)C(=O)O